2-(6-bromo-5-methyl-2,4-dioxo-1,4-dihydrothieno[2,3-d]Pyrimidin-3(2H)-yl)-2-methylpropionic acid tert-butyl ester C(C)(C)(C)OC(C(C)(C)N1C(NC2=C(C1=O)C(=C(S2)Br)C)=O)=O